tert-butyl 3-(5-carbamoyl-6-(4,4-difluoroazepan-1-yl)-4-methylpyridin-3-yl)azetidine-1-carboxylate C(N)(=O)C=1C(=C(C=NC1N1CCC(CCC1)(F)F)C1CN(C1)C(=O)OC(C)(C)C)C